COC(/C(=C/O)/C(=O)OC)OC.[Na] sodium (Z)-2-(dimethoxymethyl)-3-methoxy-3-oxoprop-1-en-1-ol